FC(OC1=CC=C(CP(OCC)(OCC)=O)C=C1)(F)F diethyl 4-(trifluoromethoxy)benzylphosphonate